ethyl 3-[3-[1-[10-[4,6-difluoro-1-(2-trimethylsilylethoxymethyl)indol-5-yl]oxy-5H-imidazo[2,1-a][2]benzazepin-2-yl]ethyl]-2-fluoro-phenyl]propanoate FC1=C2C=CN(C2=CC(=C1OC1=CC2=C(C=CCN3C2=NC(=C3)C(C)C=3C(=C(C=CC3)CCC(=O)OCC)F)C=C1)F)COCC[Si](C)(C)C